F[C@H]1CC[C@H](CC1)C=1N(C2=C(C=NC=3C=CC(=CC23)C#N)N1)[C@H]1CN(CC1)C 2-(cis-4-fluorocyclohexyl)-1-[(3R)-1-methylpyrrolidin-3-yl]-1H-imidazo[4,5-c]quinoline-8-carbonitrile